3-(2-(3-bromophenyl)-5,5-diphenyltetrahydrofuran-2-yl)-1-methyl-1H-indole BrC=1C=C(C=CC1)C1(OC(CC1)(C1=CC=CC=C1)C1=CC=CC=C1)C1=CN(C2=CC=CC=C12)C